9-p-toluenesulfonyl-9H-carbazole-3-d CC1=CC=C(C=C1)S(=O)(=O)N1C2=CC=CC=C2C=2C=C(C=CC12)[2H]